benzyl (3R,6S)-3,6-bis(cyclohexylmethyl)-8-(1-methylpiperidin-4-yl)-4,7-dioxohexahydropyrazino[2,1-c][1,2,4]oxadiazine-1(6H)-carboxylate C1(CCCCC1)C[C@@H]1C(N2C(N(O1)C(=O)OCC1=CC=CC=C1)CN(C([C@@H]2CC2CCCCC2)=O)C2CCN(CC2)C)=O